N-(4-(5-acetyl-2-(4-fluorophenyl)-4,5,6,7-tetrahydropyrazolo[1,5-a]pyrazin-3-yl)pyridin-2-yl)-3-oxabicyclo[3.1.0]hexane-6-carboxamide C(C)(=O)N1CC=2N(CC1)N=C(C2C2=CC(=NC=C2)NC(=O)C2C1COCC21)C2=CC=C(C=C2)F